(2R)-2-(9H-fluoren-9-ylmethoxycarbonylamino)-3-methyl-3-methylsulfanyl-butan C1=CC=CC=2C3=CC=CC=C3C(C12)COC(=O)N[C@H](C)C(C)(SC)C